N-(2-carbamoyl-4-chloro-6-methyl-phenyl)-5-[(6-chlorobenzotriazol-1-yl)methyl]-2-(3-chloro-2-pyridinyl)pyrazole-3-carboxamide tert-Butyl-2-{3-iodopyrazolo[3,4-c]pyridin-1-yl}acetate C(C)(C)(C)OC(CN1N=C(C=2C1=CN=CC2)I)=O.C(N)(=O)C2=C(C(=CC(=C2)Cl)C)NC(=O)C=2N(N=C(C2)CN2N=NC1=C2C=C(C=C1)Cl)C1=NC=CC=C1Cl